COC=1C=C(C=CC1)C1=CC(=NN1C=1C=NC=CC1)C(=O)OC Methyl 5-(3-methoxyphenyl)-1-(pyridin-3-yl)-1H-pyrazole-3-carboxylate